4-amino-N,3-dimethyl-N-((1R)-1-(5-(trifluoromethyl)-2-pyridinyl)ethyl)-3H-pyrazolo[3,4-c]quinoline-8-carboxamide NC1=NC=2C=CC(=CC2C2=C1N(N=C2)C)C(=O)N([C@H](C)C2=NC=C(C=C2)C(F)(F)F)C